4-(4-amino-7-(tetrahydro-2H-pyran-4-yl)-5H-pyrrolo[3,2-d]pyrimidin-5-yl)-N-(4-(trifluoromethyl)pyridin-2-yl)benzamide NC=1C2=C(N=CN1)C(=CN2C2=CC=C(C(=O)NC1=NC=CC(=C1)C(F)(F)F)C=C2)C2CCOCC2